C(N)(=O)C1=C(NC(CCC(=O)O)=O)C=CC=C1 4-(2-Carbamoylanilino)-4-oxo-butyric acid